C1(=C(C=CC=C1)NC1=CC=NC2=CC=CC=C12)C N-(o-tolyl)quinolin-4-amine